2-((R)-3-(4-(5,6,7,8-tetrahydro-1,8-naphthyridin-2-yl)butoxy)pyrrolidin-1-yl)-2-(2-(tetrahydro-2H-pyran-4-yl)phenyl)acetic acid methyl ester COC(C(C1=C(C=CC=C1)C1CCOCC1)N1C[C@@H](CC1)OCCCCC1=NC=2NCCCC2C=C1)=O